FC1=CC(=C(C=C1)C(C)N1C[C@@H](N(C[C@H]1C)C=1C=2C(N(C(C1)=O)C)=CN(N2)CC#N)C)C2(COC2)O (7-((2S,5R)-4-(1-(4-fluoro-2-(3-hydroxyoxetan-3-yl)phenyl)ethyl)-2,5-dimethylpiperazin-1-yl)-4-methyl-5-oxo-4,5-dihydro-2H-pyrazolo[4,3-b]pyridin-2-yl)acetonitrile